[(3S)-pyrrolidin-3-yl] 3-[[4-[[2-(6-methyl-2-pyridyl)pyrimidin-4-yl]amino]pyrimidin-2-yl]amino]benzoate CC1=CC=CC(=N1)C1=NC=CC(=N1)NC1=NC(=NC=C1)NC=1C=C(C(=O)O[C@@H]2CNCC2)C=CC1